4-(6-bromo-5-nitro-2H-indazole-2-yl)-2-methylbutan-2-ol BrC=1C(=CC2=CN(N=C2C1)CCC(C)(O)C)[N+](=O)[O-]